4-bromo-N-(4-bromo-3-methoxyphenyl)-3-methoxy-N-phenylaniline BrC1=C(C=C(N(C2=CC=CC=C2)C2=CC(=C(C=C2)Br)OC)C=C1)OC